ClC1=C(C(=CC=C1)F)S(=O)(=O)NC=1C(=NC=C(C1)C=1C=CC=2N=CN=C(C2N1)N1CCN(CC1)C(\C=C\C(C)=O)=O)OC (E)-2-chloro-6-fluoro-N-(2-methoxy-5-(4-(4-(4-oxopent-2-enoyl)piperazin-1-yl)pyrido[3,2-d]pyrimidin-6-yl)pyridin-3-yl)benzene-sulfonamide